2-bromo-4,5-difluorobenzonitrile BrC1=C(C#N)C=C(C(=C1)F)F